COC(=O)C=1N=NN(C1OC1=CC=C(C=C1)C1=CC=C(C=C1)C(C)C)CC1=CC=C(C=C1)OC 5-((4'-isopropyl-[1,1'-biphenyl]-4-yl)oxy)-1-(4-methoxybenzyl)-1H-1,2,3-triazole-4-carboxylic acid methyl ester